Indolocarbazol C1=C2C(=CC=C1)N=C1C=CC3=C4C=CC=CC4=NC3=C12